C(C)N1CCN(CC1)CCNC(=O)N [2-(4-ethylpiperazin-1-yl)ethyl]urea